N-{7-[6-({[(pyridin-3-yl)carbamoyl]methyl}carbamoyl)pyridin-2-yl]naphthalen-1-yl}prop-2-enamide N1=CC(=CC=C1)NC(=O)CNC(=O)C1=CC=CC(=N1)C1=CC=C2C=CC=C(C2=C1)NC(C=C)=O